5-amino-8-(4-methyl-1,3-benzooxazol-6-yl)-2-[(5-methyl-oxazol-4-yl)methyl]-7-phenyl-[1,2,4]triazolo[4,3-c]pyrimidin-3-one NC1=NC(=C(C=2N1C(N(N2)CC=2N=COC2C)=O)C2=CC1=C(N=CO1)C(=C2)C)C2=CC=CC=C2